(2S)-1-((3-(2,6-dioxopiperidin-3-yl)-1-methyl-1H-indazol-6-yl)amino)-1-oxopropan O=C1NC(CCC1C1=NN(C2=CC(=CC=C12)NC(CC)=O)C)=O